2-[2-(2,6-dioxo-3-piperidyl)-1,3-dioxo-isoindolin-4-yl]oxy-N-[2-[2-(2-prop-2-ynoxyethoxy)ethoxy]ethyl]acetamide O=C1NC(CCC1N1C(C2=CC=CC(=C2C1=O)OCC(=O)NCCOCCOCCOCC#C)=O)=O